1-(4-Methoxybenzyl)-2,6-dioxopiperidin-3-yl trifluoromethanesulfonate FC(S(=O)(=O)OC1C(N(C(CC1)=O)CC1=CC=C(C=C1)OC)=O)(F)F